FC(S(=O)(=O)OC1=C(CCC1)C#N)(F)F 2-cyanocyclopent-1-en-1-yl trifluoromethanesulfonate